FC(C)(F)C1=CC=C(C=C1)[C@H]1CC2(CN(C2)C(=O)C2CC(C2)(C)O)CC1 |r| (rac)-(6-(4-(1,1-difluoroethyl)phenyl)-2-azaspiro[3.4]oct-2-yl)((1s,3s)-3-hydroxy-3-methylcyclobutyl)methanone